FC1(CCC(CC1)C=1OC2=C(C=C(C=C2C(C1)=O)C)C(C)NC1=C(C(=O)OC(C)(C)C)C=CC=C1)F tert-Butyl 2-[1-[2-(4,4-difluorocyclohexyl)-6-methyl-4-oxo-chromen-8-yl]ethylamino]benzoate